sodium stearoyl-glycine C(CCCCCCCCCCCCCCCCC)(=O)NCC(=O)O.[Na]